1-[(2,6-dichloro-3-pyridinyl)methyl]-1H-indazole-3-carboxylic acid ClC1=NC(=CC=C1CN1N=C(C2=CC=CC=C12)C(=O)O)Cl